C(CCCCCCCCCCCCCCC)(=O)OC[C@H](CSCC(C(=O)NC1=CC=C(C=C1)CN1C2=NC(=NC(=C2N=C1O)N)NCCCC)N)OC(CCCCCCCCCCCCCCC)=O (R)-3-(2-amino-3-(4-((6-amino-2-(butylamino)-8-hydroxy-9H-purin-9-yl)methyl)phenyl amino)-3-oxopropylthio)propane-1,2-diyl dipalmitate